C(C)(C)C=1C=CC(=C(C1)B(O)O)OC 5-ISOPROPYL-2-METHOXYPHENYLBORONIC ACID